(chloromethyl)dimethyl-2-propen-1-ylsilane ClC[Si](CC=C)(C)C